5-cyclopropyl-8-(4-methoxy-3-methyl-phenyl)-4-[(1-naphthyl)methyl]-2-oxo-7-thia-1-azabicyclo[4.3.0]non-3,5,8-triene-9-carboxylic acid C1(CC1)C=1C(=CC(N2C(=C(SC12)C1=CC(=C(C=C1)OC)C)C(=O)O)=O)CC1=CC=CC2=CC=CC=C12